NC=1C2=C(N=CN1)N(C=C2)[C@H]2[C@@H]([C@@H]([C@H](C2)CCC2=CC=C1C=C3C(=NC1=C2)NN(CC3)C3CC3)O)O (1R,2S,3R,5S)-3-(4-amino-7H-pyrrolo[2,3-d]pyrimidin-7-yl)-5-(2-(2-cyclopropyl-1,2,3,4-tetrahydropyridazino[3,4-b]quinolin-8-yl)ethyl)cyclopentane-1,2-diol